C(#N)[C@@H](C)NC(C1=CC=C(C=C1)C1=NC(=NC=C1C)NC=1C=NN(C1)C1CCOCC1)=O (R)-N-(1-cyanoethyl)-4-(5-methyl-2-((1-(tetrahydro-2H-pyran-4-yl)-1H-pyrazol-4-yl)amino)pyrimidin-4-yl)benzamide